2-fluoro-N-(6-(3-methylthiophen-2-yl)benzo[d]thiazol-2-yl)cyclopropane-1-carboxamide FC1C(C1)C(=O)NC=1SC2=C(N1)C=CC(=C2)C=2SC=CC2C